5-(4-(2-(4-((1r,3r)-3-((tert-butoxycarbonyl)amino)cyclobutoxy)phenyl)prop-2-yl)phenoxy)pyrimidine-2-Carboxylic acid C(C)(C)(C)OC(=O)NC1CC(C1)OC1=CC=C(C=C1)C(C)(C)C1=CC=C(OC=2C=NC(=NC2)C(=O)O)C=C1